NC1=C2C(=NC=N1)N(N=C2C#CC=2C=CC1=C(N=C(O1)NC)C2)[C@@H]2CN(CC2)C(C=C)=O (S)-1-(3-(4-amino-3-((2-(methylamino)benzo[d]oxazol-5-yl)ethynyl)-1H-pyrazolo[3,4-d]pyrimidin-1-yl)pyrrolidin-1-yl)prop-2-en-1-one